ClC=1C(=C(C=CC1Cl)NC=1C2=C(N=CN1)C=CC(=N2)N2C1C(CC2)CN(C1)C(C=C)=O)F 1-(1-(4-((3,4-Dichloro-2-fluorophenyl)amino)pyrido[3,2-d]pyrimidin-6-yl)hexahydropyrrolo[3,4-b]pyrrol-5(1H)-yl)prop-2-en-1-one